1-(3,5-difluoro-2-iodophenyl)ethan-1-ol FC=1C(=C(C=C(C1)F)C(C)O)I